6-chloro-9-ethyl-2-(methylthio)-9H-purine ClC1=C2N=CN(C2=NC(=N1)SC)CC